rel-2-(3-{[(2R)-1-(but-2-ynoyl)-3,3-dimethylazetidin-2-yl]methoxy}pyridin-4-yl)-3-[(3-fluoro-2-methoxyphenyl)amino]-1H,5H,6H,7H-pyrrolo[3,2-c]pyridin-4-one C(C#CC)(=O)N1[C@H](C(C1)(C)C)COC=1C=NC=CC1C1=C(C=2C(NCCC2N1)=O)NC1=C(C(=CC=C1)F)OC |o1:6|